C[C@]12CC3(CC(C[C@@](C1)(C3)C)C2)NC(NC2=C(C=C(C(=O)N3C[C@H](CCC3)C(=O)NO)C=C2)F)=O (S)-1-(4-(3-((1r,3r,5s,7s)-3,5-dimethyladamantan-1-yl)ureido)-3-fluorobenzoyl)-N-hydroxypiperidine-3-carboxamide